(R)-2-(7-(piperidin-3-ylamino)pyrazolo[1,5-d][1,2,4]triazin-4-yl)-5-(prop-1-yn-1-yl)phenol N1C[C@@H](CCC1)NC1=NN=C(C=2N1N=CC2)C2=C(C=C(C=C2)C#CC)O